FC1=C(C(=O)C2=NNC3=NC=C(C=C32)C3=CC=C(C(=O)N)C=C3)C=CC(=C1NS(=O)(=O)C)F 4-[3-[2,4-difluoro-3-(methanesulfonamido)benzoyl]-1H-pyrazolo[3,4-b]pyridin-5-yl]benzamide